FC1=C2C=CN(C2=CC(=C1OC=1C(=C(C(NCC#C)=N)C=CC1)F)F)S(=O)(=O)C1=CC=C(C)C=C1 ((4,6-difluoro-1-tosyl-1H-indol-5-yl)oxy)-2-fluoro-N-(prop-2-yn-1-yl)benzimidamide